2-((6-Methoxypyridin-2-yl)amino)-N-(2-(2-methyl-1H-indol-3-yl)ethyl)pyrimidine-5-carboxamide COC1=CC=CC(=N1)NC1=NC=C(C=N1)C(=O)NCCC1=C(NC2=CC=CC=C12)C